3-methyl-2-(2-methoxyphenyl)cyclohex-2-en-1-one-O-methyloxime CON=C1C(=C(CCC1)C)C1=C(C=CC=C1)OC